ClC1=C(C=CC=C1)N1N=C(C2=C1SC(=C2)C(=O)NC2CC(C2)N2CCOCC2)C 1-(2-chlorophenyl)-3-methyl-N-((1r,3r)-3-morpholinocyclobut-yl)-1H-thieno[2,3-c]pyrazole-5-carboxamide